O=C1NC(CCC1C1=NN(C2=CC(=CC=C12)C(=O)N1CCN(CC1)C(=O)OC(C)(C)C)C)=O tert-butyl 4-[3-(2,6-dioxo-3-piperidyl)-1-methyl-indazole-6-carbonyl]piperazine-1-carboxylate